C(CCCCCC(C)C)(=O)OOC(C)(C)CC t-amyl peroxyisononanoat